diphenyl-di(N-methylacetamido)silane C1(=CC=CC=C1)[Si](N(C(C)=O)C)(N(C(C)=O)C)C1=CC=CC=C1